Saccharin, Sodium Salt [Na].S1(=O)(=O)NC(=O)C2=CC=CC=C12